The molecule is a organic sulfate salt composed of two molecules of guanethidine and one of sulfuric acid. It has a role as an antihypertensive agent. It contains a guanethidine monosulfate. [H+].[H+].C1CCCN(CCC1)CCN=C(N)N.C1CCCN(CCC1)CCN=C(N)N.[O-]S(=O)(=O)[O-]